N-((1S)-8,9-difluoro-4-hydroxy-6-oxo-1,2,3,4,5,6-hexahydrophenanthridin-1-yl)-5,6-difluoro-N-methyl-1H-indole-2-carboxamide FC=1C=C2C(NC=3C(CC[C@@H](C3C2=CC1F)N(C(=O)C=1NC2=CC(=C(C=C2C1)F)F)C)O)=O